C(#N)C=1C=CC(=NC1)N1CCN(CC1)C(C(=O)NC1CCC=2C1=NNC(C2C(F)(F)F)=O)C (4-(5-cyanopyridin-2-yl)piperazin-1-yl)-N-(3-oxo-4-(trifluoromethyl)-3,5,6,7-tetrahydro-2H-cyclopenta[c]pyridazin-7-yl)propanamide